leucine borate hydrochloride Cl.B(O)(O)O.N[C@@H](CC(C)C)C(=O)O